(-)-2-(2,5-difluorophenyl)-3-[1-(2-methylphenyl)-6-oxo-1,6-dihydropyridazin-3-yl]-4,5,6,7-tetrahydropyrazolo[1,5-a]pyrimidine-6-carbonitrile FC1=C(C=C(C=C1)F)C1=NN2C(NCC(C2)C#N)=C1C1=NN(C(C=C1)=O)C1=C(C=CC=C1)C